NC1=NC2=C3C(=CC=C2C(=N1)N)N(C=C3)CC3=CC=C(C#N)C=C3 4-((2,4-diamino-7H-pyrrolo[2,3-h]quinazolin-7-yl)methyl)benzonitrile